C(C)(CC)C1=CCC(C(C1)C)CCC=O 3-(4-(sec-butyl)-6-methylcyclohex-3-en-1-yl)propanal